N-(tert-Butoxycarbonyl)-L-aspartic acid 4-benzyl ester C(C1=CC=CC=C1)OC(C[C@H](NC(=O)OC(C)(C)C)C(=O)O)=O